trans-2,4,5-trimethyl-2,5-dihydrothiazole C[C@@H]1S[C@H](C(=N1)C)C